(1R,2R,4S,5S,7S)-9-methyl-3-oxa-9-azatricyclo[3.3.1.02,4]non-7-yl (2S)-3-hydroxy-2-phenylpropionate OC[C@@H](C(=O)OC1C[C@H]2[C@@H]3O[C@@H]3[C@@H](C1)N2C)C2=CC=CC=C2